di(2-hexyldecyl) adipate C(CCCCC(=O)OCC(CCCCCCCC)CCCCCC)(=O)OCC(CCCCCCCC)CCCCCC